C(C)(C)(C)OC(=O)N1CC=2C(=C1)C=C(C2)N 5-aminocyclopenta[c]pyrrole-2(1H)-carboxylic acid tert-butyl ester